1-{5-ethyl-2-[(propan-2-yl)oxy]pyridin-3-yl}-N-(2-methyl-quinoline-5-sulfonyl)cyclopropane-1-carboxamide C(C)C=1C=C(C(=NC1)OC(C)C)C1(CC1)C(=O)NS(=O)(=O)C=1C=2C=CC(=NC2C=CC1)C